COC1=C(C=CC=C1)C1=CC=CC=C1 2-methoxy-1,1'-biphenyl